2-fluoro-N-methyl-4-[7-(quinolin-6-ylmethyl)imidazo[1,2-b][1,2,4]triazin-2-yl]benzamide dibenzensulfonic acid salt C1(=CC=CC=C1)S(=O)(=O)O.C1(=CC=CC=C1)S(=O)(=O)O.FC1=C(C(=O)NC)C=CC(=C1)C=1C=NC=2N(N1)C(=CN2)CC=2C=C1C=CC=NC1=CC2